C(#N)CC1C[C@H](N(C1)C(=O)OC(C)(C)C)C(=O)OC (2S)-1-tert-butyl 2-methyl 4-(cyanomethyl)pyrrolidine-1,2-dicarboxylate